ClC1=NC=C(C(=C1)N1C(C(=C(C=C1C)OCC1=NC=C(C=C1F)F)Cl)=O)CC 2',3-dichloro-5'-ethyl-4-((3,5-difluoropyridin-2-yl)methoxy)-6-methyl-2H-[1,4'-bipyridyl]-2-one